2-chloro-6-methyl-7-oxo-1H-pyrrolo[2,3-c]pyridin ClC1=CC2=C(C(N(C=C2)C)=O)N1